N1=CN=C(C2=C1C=CN=C2)N pyrido[4,3-d]Pyrimidine-4-amine